5-((4,4-bis(octyloxy)butanoyl)oxy)-3-((((1-ethylpiperidin-3-yl)methoxy)carbonyl)oxy)pentyl (9Z,12Z)-octadeca-9,12-dienoate C(CCCCCCC\C=C/C\C=C/CCCCC)(=O)OCCC(CCOC(CCC(OCCCCCCCC)OCCCCCCCC)=O)OC(=O)OCC1CN(CCC1)CC